N-(Behenyl)acrylamid C(CCCCCCCCCCCCCCCCCCCCC)NC(C=C)=O